1-(6-(2-chloro-3-(3-chloro-2-(isoindolin-5-yl)pyridin-4-yl)phenyl)-2-methoxypyridin-3-yl)-N-methylmethanamine ClC1=C(C=CC=C1C1=C(C(=NC=C1)C=1C=C2CNCC2=CC1)Cl)C1=CC=C(C(=N1)OC)CNC